NCCCC=1C=CC(=C(C(=O)NC2(CC2)C2=CC=CC3=CC=CC=C23)C1)C 5-(3-Aminopropyl)-2-methyl-N-(1-(naphthalen-1-yl)cyclopropyl)benzamide